methyl 2-((2-(3-((tert-butoxycarbonyl) amino) prop-1-yn-1-yl)-4-fluorophenyl)-amino)-4-fluoro-5-(trifluoromethyl)-benzoate C(C)(C)(C)OC(=O)NCC#CC1=C(C=CC(=C1)F)NC1=C(C(=O)OC)C=C(C(=C1)F)C(F)(F)F